(S)-4-(7-bromo-8-fluoro-2-((1-methylpyrrolidin-2-yl)methoxy)quinazolin-4-yl)piperazine-1-carboxylic acid tert-butyl ester C(C)(C)(C)OC(=O)N1CCN(CC1)C1=NC(=NC2=C(C(=CC=C12)Br)F)OC[C@H]1N(CCC1)C